CC1=NC=2N(C(=C1CC1=CC(=CC=C1)[N+](=O)[O-])O)N=CN2 5-methyl-6-(3-nitrobenzyl)-[1,2,4]triazolo[1,5-a]pyrimidin-7-ol